(R)-6-(2-(4'-chloro-[1,1'-biphenyl]-3-yl)-2-hydroxyacetyl)-2-(1-phenylcyclopropyl)-3,5,6,7,8,9-hexahydro-4H-pyrimido[5,4-c]azepin-4-one ClC1=CC=C(C=C1)C1=CC(=CC=C1)[C@H](C(=O)N1CC2=C(CCC1)N=C(NC2=O)C2(CC2)C2=CC=CC=C2)O